tetrahydropyrido[2,3-d]pyrimidine N1CNCC2=C1N=CC=C2